BrC=1[N+](=NN(C1)C1=CC=C(C=C1)F)[O-] 4-bromo-1-(4-fluorophenyl)-1H-1,2,3-triazole 3-oxide